NC=1C=CC(=C2C(NC(C12)=O)CC(C(=O)N)=C)C=1C=C2C(=NNC2=CC1)C=1SC=C(C1)C 2-({7-amino-4-[3-(4-methylthiophen-2-yl)-1H-indazol-5-yl]-1-oxo-2,3-dihydro-1H-isoindol-3-yl}methyl)prop-2-enamide